[Ti].COC1=CC(=C(C=C1)CS(=O)(=O)N)C (4-methoxy-2-methyl-phenyl)methanesulfonamide titanium